tert-butyl N-[3-[4-[[2-[(3R,4R)-3-fluoro-4-(3-methylsulfonylpropanoylamino)pyrrolidin-1-yl]-9-methyl-purin-6-yl]amino]-3-methoxy-pyrazol-1-yl]propyl]carbamate F[C@@H]1CN(C[C@H]1NC(CCS(=O)(=O)C)=O)C1=NC(=C2N=CN(C2=N1)C)NC=1C(=NN(C1)CCCNC(OC(C)(C)C)=O)OC